[N+](=O)([O-])C1=C(C=CC(=C1)[N+](=O)[O-])NN=CCCC butyraldehyde-2,4-dinitrophenylhydrazone